CC1=C(C(=C(C1(C)[Hf]C=1C(C2=CC=CC=C2C1)C)C)C)C (pentamethylcyclopentadienyl)(1-methylindenyl)hafnium